FC1=C(C=C(C=C1)OC=1C(=C2C=CNC2=CC1F)S(=O)(=O)C)C=1NC(=CN1)[C@@]1(COC2=C1C=CC=C2CCC(=O)OC)C Methyl (R)-3-(3-(2-(2-fluoro-5-((6-fluoro-4-(methylsulfonyl)-1H-indol-5-yl)oxy)phenyl)-1H-imidazol-5-yl)-3-methyl-2,3-dihydrobenzofuran-7-yl)propanoate